((S)-1-(4-fluorophenyl)-3,4-dihydroisoquinolin-2(1H)-yl)((3S,4aR,7R,8aS)-3-(trifluoromethyl)octahydropyrano[3,4-b][1,4]oxazin-7-yl)methanone FC1=CC=C(C=C1)[C@@H]1N(CCC2=CC=CC=C12)C(=O)[C@H]1C[C@H]2[C@@H](O[C@@H](CN2)C(F)(F)F)CO1